6-(3-isopropyl-5-(1-(tetrahydrofuran-3-yl)piperidin-4-yl)-1H-indol-2-yl)-7,8-dimethyl-[1,2,4]triazolo[4,3-a]pyridine C(C)(C)C1=C(NC2=CC=C(C=C12)C1CCN(CC1)C1COCC1)C=1C(=C(C=2N(C1)C=NN2)C)C